6-((6-(oxetan-3-yl)-5,6,7,8-tetrahydro-1,6-naphthyridin-2-yl)methoxy)-[1,2,4]triazolo[4,3-a]-pyridin O1CC(C1)N1CC=2C=CC(=NC2CC1)COC=1C=CC=2N(C1)C=NN2